6-(2-(3-chlorophenyl)-4-methyloxazol-5-yl)pyridazin-3(2H)-one ClC=1C=C(C=CC1)C=1OC(=C(N1)C)C=1C=CC(NN1)=O